Zinc-nickel-chromium [Cr].[Ni].[Zn]